FC(C=1N=C2N(C(=CC=C2)NC2CCC(CC2)N)C1)(F)F N4-[2-(trifluoromethyl)imidazo[1,2-a]pyridin-5-yl]cyclohexane-1,4-diamine